6-(2-((3aR,5r,6aS)-5-benzyl-5-hydroxyhexahydrocyclopenta[c]pyrrol-2(1H)-yl)acetyl)pyridazin-3(2H)-one C(C1=CC=CC=C1)C1(C[C@@H]2[C@@H](CN(C2)CC(=O)C=2C=CC(NN2)=O)C1)O